NC1=NC(=C(C=2N1N=C(N2)C(OC2=NC=CC=C2)C2=CC=CC=C2)C2=NC=NC=C2)C2=C(C#N)C=CC=C2 (5-amino-2-(phenyl-(pyridin-2-yloxy)methyl)-8-(pyrimidin-4-yl)-[1,2,4]triazolo[1,5-c]pyrimidin-7-yl)benzonitrile